ClC1=NC=C(C(=N1)N[C@@H]1CN(CCCC1)C(=O)OC(C)(C)C)CNC1=C(C=CC=C1C)F tert-butyl (3S)-3-[[2-chloro-5-[(2-fluoro-6-methyl-anilino)methyl] pyrimidin-4-yl]amino]azepane-1-carboxylate